(R)-4-((3-aminopiperidin-1-yl)methyl)-N-(4-(4-(piperidin-1-yl)-7H-pyrrolo[2,3-d]pyrimidin-6-yl)phenyl)picolinamide N[C@H]1CN(CCC1)CC1=CC(=NC=C1)C(=O)NC1=CC=C(C=C1)C1=CC2=C(N=CN=C2N2CCCCC2)N1